COC(=O)C1(CCCC1)CC=C 1-allyl-cyclopentanecarboxylic acid methyl ester